C[C@H]1N(CCN(C1)C1=CC(=C(C(=C1)F)F)F)C(=O)NCCC1CCN(CC1)C(C1=CC=CC=C1)C=1OC(=NN1)C (2R)-2-methyl-N-(2-{1-[(5-methyl-1,3,4-oxadiazol-2-yl)(phenyl)methyl]piperidin-4-yl}ethyl)-4-(3,4,5-trifluorophenyl)piperazine-1-carboxamide